CN(C)CC(=O)N1CCC(CC1)O (dimethylamino)-1-(4-hydroxypiperidin-1-yl)ethan-1-one